CO/N=C(\\C1=CC=CC=C1OC2=C(C(=NC=N2)OC3=CC=CC=C3Cl)F)/C4=NOCCO4 The molecule is an oxime O-ether that is the O-methyl oxime of (2-{[6-(2-chlorophenoxy)-5-fluoropyrimidin-4-yl]oxy}phenyl)(5,6-dihydro-1,4,2-dioxazin-3-yl)methanone. A fungicide used for disease control of potatoes and a wide range of vegetables. It has a role as a mitochondrial cytochrome-bc1 complex inhibitor and an antifungal agrochemical. It is an oxime O-ether, an aromatic ether, a member of pyrimidines, a dioxazine, an organofluorine compound, a member of monochlorobenzenes and a strobilurin antifungal agent.